5-fluoro-6-(trifluoromethyl)pyridin-2-amine FC=1C=CC(=NC1C(F)(F)F)N